ClC1=CC(=C2C(=N1)C=CN2C(C)C)C(=O)OC methyl 5-chloro-1-isopropyl-1H-pyrrolo[3,2-b]pyridine-7-carboxylate